4,5,6,7-octanetetraol CCCC(C(C(C(C)O)O)O)O